BrC1=CC(=C(C=C1)OC)CCl 4-bromo-2-(chloromethyl)-1-methoxybenzene